(S)-2-((1H-pyrrolo[2,3-b]pyridin-5-yl)oxy)-4-((4-(2-(2-cyclopropylphenyl)pyrrolidin-1-yl)phenyl)amino)benzoic acid N1C=CC=2C1=NC=C(C2)OC2=C(C(=O)O)C=CC(=C2)NC2=CC=C(C=C2)N2[C@@H](CCC2)C2=C(C=CC=C2)C2CC2